CNC=1C=C(OCCSCC2=NNC(O2)=S)C=CC1 5-[(3-Methylaminophenoxyethylthio)methyl]-1,3,4-oxadiazole-2(3H)-thione